OC=1C=C2C=CN(C(C2=CC1)=O)C1C(NC(CC1)=O)=O 3-(6-hydroxy-1-oxoisoquinolin-2(1H)-yl)piperidine-2,6-dione